5-(4-(4-(2,6-dioxopiperidin-3-yl)-3,5-difluorophenyl)piperazin-1-yl)pyrimidine-2-carbaldehyde O=C1NC(CCC1C1=C(C=C(C=C1F)N1CCN(CC1)C=1C=NC(=NC1)C=O)F)=O